3,5-bismaleimidobenzoic acid C1(C=CC(N1C=1C=C(C(=O)O)C=C(C1)N1C(C=CC1=O)=O)=O)=O